CC(C)(S(=O)NCC=1SC=C(N1)C1=CC(=CC=2C=COC21)COC2=C(C=CC=C2)CC(=O)OCC)C ethyl 2-(2-((7-(2-((1,1-dimethylethylsulfinamido)methyl)thiazol-4-yl)benzofuran-5-yl)methoxy)phenyl)acetate